Cl.CNC(=O)C1CNC1 N-methylazetidine-3-carboxamide hydrochloride